FC1=CC=C(OC(C(=O)N(C2=CC=C(C=C2)C2=CC=C(C=C2)COC)CC(C)(C)O)(C)C)C=C1 2-(4-fluorophenoxy)-N-(2-hydroxy-2-methylpropyl)-N-(4'-(methoxymethyl)-[1,1'-biphenyl]-4-yl)-2-methylpropanamide